(phenyl)(benzothienocarbazolyl)[(benzothienocarbazolyl)pyridyl]phosphine oxide C1(=CC=CC=C1)P(C1=NC=CC=C1C1=CC=CC2=C1C1=C(C=CC=3C=4C=CC=CC4NC13)S2)(C2=CC=CC1=C2C2=C(C=CC=3C=4C=CC=CC4NC23)S1)=O